ClC1=CC=C2C=C(C=NC2=N1)NC1CCN(CC1)CC(=O)N1[C@@H](C[C@@H](C1)F)C#N (2S,4S)-1-[2-[4-[(7-chloro-1,8-naphthyridin-3-yl)amino]-1-piperidyl]acetyl]-4-fluoro-pyrrolidine-2-carbonitrile